4-[4-[5-[2-(5-fluoro-2-pyridinyl)-2-methoxy-ethoxy]imidazo[1,2-a]pyridin-7-yl]-5-methyl-triazol-1-yl]piperidine-1-carboxylic acid tert-butyl ester C(C)(C)(C)OC(=O)N1CCC(CC1)N1N=NC(=C1C)C1=CC=2N(C(=C1)OCC(OC)C1=NC=C(C=C1)F)C=CN2